C(=O)(O)C1C(C2C=C(C1C2)C)C(=O)OC=2C1=CC=CC=C1C=C1C=CC=CC21 9-[2-carboxy(3,6-methano-4-methyl-4-cyclohexenyl)]carbonyloxy-anthracene